N(=C=O)C1=C2CCC(C2=CC=2C(CCC12)([2H])[2H])([2H])[2H] 4-isocyanato-1,2,3,5,6,7-hexahydro-s-indacene-1,1,7,7-d4